7-(2-cyclopropyl-6,7-dihydrothiazolo[5,4-c]pyridin-5(4H)-yl)-2-((3,3-difluorocyclobutyl)methyl)-5,6-dimethyl-[1,2,4]triazolo[4,3-a]pyrimidin-3(2H)-one C1(CC1)C=1SC=2CN(CCC2N1)C1=NC=2N(C(=C1C)C)C(N(N2)CC2CC(C2)(F)F)=O